C(C)(=O)OCCCCCCCCCCCCCCCCCC.C(C)(=O)OCC(O)CO stearyl glyceryl diacetate